C1(=CC=CC=C1)S(=O)(=O)CCC1=CC=C(C=C1)CNC(=O)C1=CC=2C=NC=CC2N1 N-({4-[2-(benzenesulfonyl)ethyl]phenyl}methyl)-1H-pyrrolo[3,2-c]pyridine-2-carboxamide